OCCN1N=CC(=C1O)C=1C=C2C(=NN(C2=CC1)C1OCCCC1)C=C 2-(2-hydroxyethyl)-4-(1-tetrahydropyran-2-yl-3-vinyl-indazol-5-yl)pyrazol-3-ol